3-(2,6-difluorophenyl)-1-methyl-1H-pyrazole FC1=C(C(=CC=C1)F)C1=NN(C=C1)C